FC1=C(C=CC(=C1)OC(C)C)CC(=O)Cl 2-[2-fluoro-4-(propan-2-yloxy)phenyl]acetyl chloride